C(C)OC(CCNC(=O)C=1N(C=C(N1)NC(CCNC(=O)C=1N(C=C(C1)NC(=O)OC(C)(C)C)C)=O)C)=O.BrC1=CC(=NC=C1)C#CC 4-bromo-2-(prop-1-yn-1-yl)pyridine ethyl-3-({4-[3-({4-[(tert-butoxycarbonyl)amino]-1-methylpyrrol-2-yl}formamido)propanamido]-1-methylimidazol-2-yl}formamido)propanoate